CS(=O)(=O)C=1C=C(C=CC1)C1=CC(=CC=C1)B(O)O 3'-(METHYLSULFONYL)BIPHENYL-3-YLBORONIC ACID